ClC1=CC=C(C=C1)C1=NN(C=C1/C=C(\CC(=O)O)/C=1SC2=C(N1)C=C(C=C2)C(F)(F)F)C (E)-4-(3-(4-chlorophenyl)-1-methyl-1H-pyrazol-4-yl)-3-(5-(trifluoromethyl)benzo[d]thiazol-2-yl)but-3-enoic acid